C1(CC1)N(C(OC(C)(C)C)=O)[C@H]1CN(CC1)C1=NC=C(N=C1)C(NC=1C=C(C=2N(C1)C=C(N2)C)C)=O tert-butyl (R)-cyclopropyl(1-(5-((2,8-dimethylimidazo[1,2-a]pyridin-6-yl)carbamoyl)pyrazin-2-yl)pyrrolidin-3-yl)carbamate